2-((4-(3-hydroxyphenyl)piperidin-1-yl)methyl)-1-(oxetan-2-ylmethyl)-1H-benzo[d]imidazole-6-carboxylic acid methyl ester COC(=O)C=1C=CC2=C(N(C(=N2)CN2CCC(CC2)C2=CC(=CC=C2)O)CC2OCC2)C1